CN1C=NC(=C1SC1=NN=C2N1C1=C(C(N2CCC)=O)SC2=C1C=CC=C2)[N+](=O)[O-] 1-((1-Methyl-4-nitro-1H-imidazol-5-yl)thio)-4-propylbenzo[4,5]thieno[2,3-e][1,2,4]triazolo[4,3-a]pyrimidin-5(4H)-one